C(=O)O.NC1=CC=NC2=CC=C(C=C12)C=1C=C(C=CC1OC)B(O)O [3-(4-aminoquinolin-6-yl)-4-methoxyphenyl]boronic acid formate